C(C)(C)[Si](C1=C(C(=C(C(=C1F)F)[Ga])F)F)(C(C)C)C(C)C (4-[tris(isopropyl)silyl]tetrafluorophenyl)gallium